C(CCCCCCCCCCCCCCCCC)N1C(=C(C(C=C1)=O)OCC=C)C=O N-octadecyl-2-formyl-3-(2-propen-1-yloxy)-pyridin-4-one